N1=NC=C(C=C1)N1N=CC(=N1)N 2-(Pyridazin-4-yl)-2H-1,2,3-triazol-4-amine